OC[C@H]1N(C[C@H](C1)OC1=NC=C(C=C1)OCC(F)(F)F)C(=O)OCC1=CC=CC=C1 (2S,4S)-benzyl 2-(hydroxymethyl)-4-((5-(trifluoroethoxy)pyridin-2-yl)oxy)pyrrolidine-1-carboxylate